5-fluoro-4-imino-3-methyl-1-(toluene-4-sulfonyl)-3,4-dihydro-1H-pyrimidin-2-one FC=1C(N(C(N(C1)S(=O)(=O)C1=CC=C(C)C=C1)=O)C)=N